OC(CN1C=NC=C1)C N-(2-hydroxypropyl)imidazole